C(C)N1C(NC2=C(C(=CC=3C2=C1N=CN3)CN3CCN(CC3)C=3C=CC(=NC3C)C(=O)NC3(CC3)COC)F)=O 5-(4-((3-ethyl-9-fluoro-2-oxo-2,3-dihydro-1H-pyrimido[4,5,6-de]quinazolin-8-yl)methyl)piperazin-1-yl)-N-(1-(methoxymethyl)cyclopropyl)-6-methylpicolinamide